OCC=CC1=CC(=C(C(=C1)OC)O)OC 4-[3-Hydroxyprop-1-en-1-yl]-2,6-dimethoxyphenol